propoxydecyl isocyanate C(CC)OCCCCCCCCCCN=C=O